N-methyl-N-[(3R)-3-phenyl-3-[4-(trifluoromethyl)phenoxy]propyl]-glycine CN(CC(=O)O)CC[C@@H](OC1=CC=C(C=C1)C(F)(F)F)C1=CC=CC=C1